6-(2-amino-5-(4-((1R,5S)-3-(2,2,2-trifluoroethyl)-3-azabicyclo[3.1.0]hexan-1-yl)phenyl)pyridin-3-yl)-7-fluoro-3,4-dihydroisoquinolin-1(2H)-one NC1=NC=C(C=C1C=1C=C2CCNC(C2=CC1F)=O)C1=CC=C(C=C1)[C@@]12CN(C[C@H]2C1)CC(F)(F)F